[Br-].C(C)OC(=O)C1=CC=C(C=C1)[Zn+] 4-(ethoxycarbonyl)phenylzinc bromide